6-chloro-N4,N8-dimethyl-pyrimido[5,4-d]pyrimidine-2,4,8-triamine ClC=1N=C(C=2N=C(N=C(C2N1)NC)N)NC